N-(2-(2-chloro-4-fluorophenyl)-2-(dimethylamino)ethyl)-5-fluoroisoindoline-2-carboxylic acid amide ClC1=C(C=CC(=C1)F)C(CNC(=O)N1CC2=CC=C(C=C2C1)F)N(C)C